OC1(CCN(CC1)C(C)=O)C1=CC/2=C(N(C=N\C2=N/[C@H](C)C2=C(C(=CC=C2)C(F)(F)F)C)C)C(=N1)OC (R,Z)-1-(4-hydroxy-4-(8-methoxy-1-methyl-4-((1-(2-methyl-3-(tri-fluoromethyl)phenyl)ethyl)imino)-1,4-dihydropyrido[3,4-d]pyrimidin-6-yl)piperidin-1-yl)ethan-1-one